2,4-dimethyloctan-2,7-dien-4-ol CC(C)=CC(CCC=C)(O)C